5-chloro-N-(1-(4-nitrobenzyl)-1H-pyrazol-4-yl)-4-(1-(benzenesulfonyl)-1H-indol-3-yl)pyrimidin-2-amine ClC=1C(=NC(=NC1)NC=1C=NN(C1)CC1=CC=C(C=C1)[N+](=O)[O-])C1=CN(C2=CC=CC=C12)S(=O)(=O)C1=CC=CC=C1